COC1=C(C=C(C(=O)O)C=C1)C1=NNC(C=C1)=O 4-methoxy-3-(6-oxo-1H-pyridazin-3-yl)benzoic acid